(S)-N-(1-(3-hydroxyazetidin-3-yl)ethyl)-5-(4-(trifluoromethyl)phenyl)-2-naphthamide OC1(CNC1)[C@H](C)NC(=O)C1=CC2=CC=CC(=C2C=C1)C1=CC=C(C=C1)C(F)(F)F